C1(CC1)C(=O)NC=1N=C2N(C(=CC=C2)C=2C=CC(=C(C2)C2=CC=C(O2)P(O)(O)=O)OCCO)C1 [5-[5-[2-(cyclopropanecarbonylamino)imidazo[1,2-a]pyridin-5-yl]-2-(2-hydroxyethoxy)phenyl]-2-furyl]phosphonic acid